C(C1=CC=CC=C1)OC=1C=C2C(=C(N(C2=CC1)C1=CC(=C(C=C1)F)C)C(C)C)CC(C(=O)OC)(C)OC methyl 3-[5-benzyloxy-1-(4-fluoro-3-methyl-phenyl)-2-isopropyl-indol-3-yl]-2-methoxy-2-methyl-propanoate